benzyl-N-methylethanolamine C(C1=CC=CC=C1)C(O)CNC